L-5-methyl-tetrahydrofolate CN1C=2C(NC(=NC2NCC1CNC1=CC=C(C(N[C@@H](CCC(=O)[O-])C(=O)O)=O)C=C1)N)=O